tert-Butyl {(1S,4r)-4-[(1S)-1-aminoethyl]cyclohexyl}ethylcarbamate N[C@@H](C)C1CCC(CC1)CCNC(OC(C)(C)C)=O